Cl.NC1(CC1)COC=1C=C(C=CC1F)C(C)NC(CC)=O N-(1-(3-((1-aminocyclopropyl)methoxy)-4-fluorophenyl)ethyl)propionamide hydrochloride